FC=1C=C(CC=2C=CC(=C(C#N)C2)F)C=C(C1)F 5-(3,5-difluorobenzyl)-2-fluorobenzonitrile